C1(CC1)C(C)OC(COC1=C(C=CC=C1)OC1=C(C=C(C(=C1)N1C(N(C(=CC1=O)C(F)(F)F)C)=O)F)Cl)=O 1-Cyclopropylethyl-(2-{2-chloro-4-fluoro-5-[3-methyl-2,6-dioxo-4-(trifluoromethyl)-3,6-dihydropyrimidin-1(2H)-yl]phenoxy}phenoxy)acetat